2-(3-chlorophenyl)-N-((2S)-1-oxo-1-(((2S)-5,5,5-trifluoro-1-hydroxy-1-(thiazol-2-yl)pentan-2-yl)amino)propan-2-yl)oxazole-5-carboxamide ClC=1C=C(C=CC1)C=1OC(=CN1)C(=O)N[C@H](C(N[C@H](C(C=1SC=CN1)O)CCC(F)(F)F)=O)C